CN(CCCCCNC(C1=CC=C(C=C1)[131I])=O)C N-(5-(dimethylamino)pentyl)-4-[131I]iodobenzamide